FC=1C=C(C=CC1OC1=C2C(=NC=C1)NC(N2C2CCN(CC2)C)=O)C2=NN(C(=C2C(=O)N)C(F)(F)F)C2=CC=CC=C2 (3-fluoro-4-((1-(1-methylpiperidin-4-yl)-2-keto-2,3-dihydro-1H-imidazo[4,5-b]pyridin-7-yl)oxy)phenyl)-1-phenyl-5-(trifluoromethyl)-1H-pyrazole-4-carboxamide